FC1=C(C=CC(=C1F)F)N1C(=NC2=CC=CC=C2C1=S)SC 3-(2,3,4-Trifluorophenyl)-2-methylthio-4-thioxo-3,4-dihydroquinazoline